C(C)C1(N/C(/NC(C1)=O)=N\C(OC(C)(C)C)=O)CC (E)-tert-butyl (4,4-diethyl-6-oxotetrahydropyrimidin-2(1H)-ylidene)carbamate